(1R,5S)-3-((5-((5-methyl-1H-pyrazol-3-yl)amino)-[1,2,4]triazolo[1,5-a]pyridin-2-yl)-3,8-diazabicyclo[3.2.1]oct-8-yl)propionitrile CC1=CC(=NN1)NC1=CC=CC=2N1N=C(N2)[C@]21CNC[C@H](CC2)N1CCC#N